COC=1C=C2C=CC=NC2=C(C1)NCC1=NC=CC=C1 6-Methoxy-N-(pyridin-2-ylmethyl)chinolin-8-amin